1-azido-10-oxo-3,6-dioxa-13-thia-9-azahexadecane N(=[N+]=[N-])CCOCCOCCNC(CCSCCC)=O